FCCCNCCOC=1N=NC(=C(C1)[C@H]1N([C@@H](CC2=C1NC1=CC=CC=C21)C)CC(F)(F)F)OC 3-fluoro-N-(2-((6-methoxy-5-((1R,3R)-3-methyl-2-(2,2,2-trifluoroethyl)-2,3,4,9-tetrahydro-1H-pyrido[3,4-b]indol-1-yl)pyridazin-3-yl)oxy)ethyl)propan-1-amine